C(C)C1=C(C=CC(=N1)N)C=1C=CC=C2CCCN(C12)C 6-ethyl-5-(1-methyl-1,2,3,4-tetrahydroquinolin-8-yl)pyridin-2-amine